C(C)(C)(C)OC(NC12CC(C1)(C2)NC=2C=1N(C=CN2)N=C(C1)C)=O {3-[(2-methylpyrazolo[1,5-a]pyrazin-4-yl)amino]bicyclo[1.1.1]pent-1-yl}carbamic acid tert-butyl ester